[K+].CC(CC(C(=O)[O-])C(=O)[O-])CCC.[K+] 2-(2-methylpentyl)malonic acid, potassium salt